C(C)(C)(C)C1=CC=C(C=C1)C=1N=C(SC1)N(C)C1=NC=2N(C3=CC(=CC=C13)Cl)C=NN2 (4-(tert-butyl)phenyl)-N-(8-chloro-[1,2,4]triazolo[4,3-a]quinazolin-5-yl)-N-methylthiazol-2-amine